(S)-4-(3-fluorophenoxy)-N-(7-(3-hydroxy-3-methylbut-1-yn-1-yl)-5-methyl-4-oxo-2,3,4,5-tetrahydrobenzo[b][1,4]oxazepin-3-yl)pyridineamide FC=1C=C(OC2=CC(=NC=C2)C(=O)N[C@@H]2C(N(C3=C(OC2)C=CC(=C3)C#CC(C)(C)O)C)=O)C=CC1